C(C)NC(NC1=NC=CC(=C1C)CN1CCN(CC1)C=1C=CC(=NC1C)C(=O)NC)=O 5-(4-((2-(3-ethylureido)-3-methylpyridin-4-yl)methyl)piperazin-1-yl)-N,6-dimethylpicolinamide